[14CH3][S+](CC[C@H](NC[C@@H]1[C@H]([C@H]([C@@H](O1)N1C=NC=2C(N)=NC=NC12)O)O)C(=O)O)C S-[methyl-14C]-Adenosyl-L-Methionine